O=C1NC(CCC1N1C(C2=CC=C(C=C2C1=O)N1CC2(C1)CN(C2)CC2CCNCC2)=O)=O 2-(2,6-dioxopiperidin-3-yl)-5-[6-(piperidin-4-ylmethyl)-2,6-diazaspiro[3.3]heptan-2-yl]isoindole-1,3-dione